benzene-1,2,4,5-tetracarboxylic dianhydride C1=C2C(=CC3=C1C(=O)OC3=O)C(=O)OC2=O